N-(3-(2-(cyclopropanecarboxamido)-7-methylpyrido[2,3-d]pyrimidin-6-yl)-4-methylphenyl)-2-(trifluoromethyl)isonicotinamide C1(CC1)C(=O)NC=1N=CC2=C(N1)N=C(C(=C2)C=2C=C(C=CC2C)NC(C2=CC(=NC=C2)C(F)(F)F)=O)C